1-[3-[(1R)-1-[(6-diethylphosphoryl-2,7-dimethyl-pyrido[2,3-d]pyrimidin-4-yl)amino]ethyl]-2-fluoro-phenyl]-1,1-difluoro-2-methyl-propan-2-ol C(C)P(=O)(CC)C1=CC2=C(N=C(N=C2N[C@H](C)C=2C(=C(C=CC2)C(C(C)(O)C)(F)F)F)C)N=C1C